4-isopropenylphenyl-Oxyltriethylsilane C(=C)(C)C1=CC=C(C=C1)CC[Si](CC)(CC)O